(4-(5-(3,5-dichlorophenyl)-5-(trifluoromethyl)-4,5-dihydroisoxazol-3-yl)phenyl)(5-fluoro-1H-indol-1-yl)methanone ClC=1C=C(C=C(C1)Cl)C1(CC(=NO1)C1=CC=C(C=C1)C(=O)N1C=CC2=CC(=CC=C12)F)C(F)(F)F